BrC1=NN(C(C1)C(=O)O)C1=NC=CC=C1Cl 3-bromo-1-(3-chloro-2-pyridinyl)-4,5-dihydro-1H-pyrazole-5-carboxylic acid